S(C(CSCCCCS)CS)C(CSCCCCS)CS (thiobis(3-mercaptopropane-2,1-diyl))bis(sulfanediyl)bis(butane-1-thiol)